ClC=1C(=NC=C(C1)Cl)OC1CCC2(C(NC3=CC=C(C=C23)C(=O)NCCC)=O)CC1 cis-4-[(3,5-dichloro-2-pyridyl)oxy]-2'-oxo-N-propyl-spiro[cyclohexane-1,3'-indoline]-5'-carboxamide